CC1(C(CC=2C(=NC=CC2)O1)O)C 2,2-dimethyl-3,4-dihydro-2H-pyrano[2,3-b]pyridin-3-ol